C=1(C(=CC=CC1)CC(C(=O)[O-])=C)C1=CC=CC=C1 biphenylmethacrylate